(5R)-N-[(3S)-9-fluoro-2-oxo-5-phenyl-1,3-dihydro-1,4-benzodiazepin-3-yl]-5-methyl-2-[1-(oxetan-3-yl)pyrazol-4-yl]-6,7-dihydro-5H-pyrazolo[5,1-b][1,3]oxazine-3-carboxamide FC1=CC=CC=2C(=N[C@@H](C(NC21)=O)NC(=O)C=2C(=NN1C2O[C@@H](CC1)C)C=1C=NN(C1)C1COC1)C1=CC=CC=C1